CN(C1=CC=C(C(=O)NC2=CC3=C(SC(=C3)/C=C/C(=O)OCC)C=C2)C=C1)C ethyl (E)-3-(5-(4-(dimethylamino)benzamido)benzo[b]thiophen-2-yl)acrylate